C(C)(=O)OC(C(=O)OCC)C=1C=NN(C1)CC1=CC=C(C=C1)O\C=C(\C(F)(F)F)/OCC ethyl α-(acetyloxy)-1-[[4-[[(1Z)-2-ethoxy-3,3,3-trifluoro-1-propen-1-yl]oxy]phenyl]methyl]-1H-pyrazole-4-acetate